FC=1C=C(C=2C3=C(N(C2C1)CC1=CC=C(C=C1)CC(=O)[O-])C=CC=N3)F 2-(4-((7,9-difluoro-5H-pyrido[3,2-b]indol-5-yl)methyl)phenyl)acetate